CN1N=C(C=C1NC=1N=CC2=C(N1)N1C(C(=C2)C=2C=C(C=CC2C)NC(C2=NC=CC(=C2)C(F)(F)F)=O)=NCC1)C N-(3-(2-((1,3-dimethyl-1H-pyrazol-5-yl)amino)-8,9-dihydroimidazo[1',2':1,6]pyrido[2,3-d]pyrimidin-6-yl)-4-methylphenyl)-4-(trifluoromethyl)picolinamide